3-[(4-Chlorophenyl)amino]-4-{[2-(pyridin-4-yl)ethyl]amino}cyclobut-3-ene-1,2-dione ClC1=CC=C(C=C1)NC=1C(C(C1NCCC1=CC=NC=C1)=O)=O